(1R,2S)-5,7-dichloro-2,3-dihydro-1H-inden ClC=1C=C2CCCC2=C(C1)Cl